NCC=1N=NN(C1)[C@@]1(CN2C([C@H]([C@H]2S1)NC(\C(=N/OC(C)(C)C(=O)O)\C=1N=C(SC1)N)=O)=O)C(=O)[O-] (3R,5R,6R)-3-(4-(aminomethyl)-1H-1,2,3-triazol-1-yl)-6-((Z)-2-(2-aminothiazol-4-yl)-2-(((2-carboxypropan-2-yl)oxy)imino)acetamido)-7-oxo-4-thia-1-azabicyclo[3.2.0]heptane-3-carboxylate